Cl.Cl.N[C@H](CCNCC(C)C)C [(3S)-3-Aminobutyl](2-methylpropyl)amine dihydrochloride